4-((2S,5R)-2,5-diethyl-4-(1-(2-(trifluoromethyl)pyrimidin-5-yl)ethyl)piperazin-1-yl)-1-methyl-2-oxo-1,2-dihydropyrido[3,2-d]pyrimidine-6-carbonitrile C(C)[C@@H]1N(C[C@H](N(C1)C(C)C=1C=NC(=NC1)C(F)(F)F)CC)C=1C2=C(N(C(N1)=O)C)C=CC(=N2)C#N